tungsten-chromium zirconium copper [Cu].[Zr].[Cr].[W]